2-(3-bromo-6-carbonylpyridazin-1(6H)-yl)-N,N-dimethylacetamide BrC1=NN(C(C=C1)=C=O)CC(=O)N(C)C